tert-butyl (1-((2-chloro-5-nitropyrimidin-4-yl) amino)-2-methylpropan-2-yl)carbamate ClC1=NC=C(C(=N1)NCC(C)(C)NC(OC(C)(C)C)=O)[N+](=O)[O-]